p-fluorobenzylideneacetone FC1=CC=C(C=CC(C)=O)C=C1